NCC1(C(C(NC1CC(C)(C)C)C(=O)[O-])C1=C(C(=CC=C1)Cl)F)C1=C(C=C(C=C1)Cl)Cl 4-(aminomethyl)-3-(3-chloro-2-fluorophenyl)-4-(2,4-dichlorophenyl)-5-neopentylpyrrolidine-2-carboxylate